tert-Butyl (2R,5S)-4-(6-chloro-2-(3-(dimethylamino)azetidin-1-yl)-8-fluoro-7-(5-methyl-1H-indazol-4-yl)quinazolin-4-yl)-2,5-dimethylpiperazine-1-carboxylate ClC=1C=C2C(=NC(=NC2=C(C1C1=C2C=NNC2=CC=C1C)F)N1CC(C1)N(C)C)N1C[C@H](N(C[C@@H]1C)C(=O)OC(C)(C)C)C